trimethylene glycol monobehenate C(CCCCCCCCCCCCCCCCCCCCC)(=O)OCCCO